C(C=C)(=O)OCC[N+](CCC(=O)NC(CS(=O)(=O)[O-])(C)C)(C)C 2-(3-((2-(acryloyloxy) ethyl) dimethylammonio) propanamido)-2-methylpropane-1-sulfonate